α,β-dichlorobutyric acid ClC(C(=O)O)C(C)Cl